FC=1C=C2C(=NNC2=CC1OCCOC)C1=CC(=NO1)C1=CC=C(C=C1)C(=O)N1CCC12COC2 5-Fluoro-6-(2-methoxyethoxy)-3-[3-(4-{6-oxa-1-azaspiro[3.3]heptan-1-carbonyl}phenyl)-1,2-oxazol-5-yl]-1H-indazol